CN1N=CC(=C1C)C1=CC(=NC2=C(N=CC=C12)C1=CC=NN1)N1CCOCC1 4-(1,5-dimethyl-1H-pyrazol-4-yl)-2-(morpholin-4-yl)-8-(1H-pyrazol-5-yl)-1,7-naphthyridine